ClC=1C(=C2CC(CC2=CC1)NC=1C=CC(=NC1)[C@@H](C(F)(F)F)N(C(CN1S(CCC1)(=O)=O)=O)C)F N-((1S)-1-(5-((5-chloro-4-fluoro-2,3-dihydro-1H-inden-2-yl)amino)pyridin-2-yl)-2,2,2-trifluoroethyl)-2-(1,1-dioxidoisothiazolidin-2-yl)-N-methylacetamide